ClC1=C(C=C(C=C1NC1=NC=2N(C(=N1)NC1CC1)N=CC2C#N)C#N)N2C[C@H](N(CC2)CC(=O)N)C 2-[(2R)-4-(2-Chloro-5-cyano-3-{[8-cyano-4-(cyclopropylamino)pyrazolo[1,5-a][1,3,5]triazin-2-yl]amino}phenyl)-2-methylpiperazin-1-yl]acetamide